4-[[4-Chloro-2-fluoro-6-[2-methoxy-4-(trifluoromethoxy)phenoxy]-3-methylbenzoyl]amino]-5-methyl-pyridine-2-carboxamide ClC1=C(C(=C(C(=O)NC2=CC(=NC=C2C)C(=O)N)C(=C1)OC1=C(C=C(C=C1)OC(F)(F)F)OC)F)C